N-[rac-((2R,3S)-4,4-dimethyl-1-(3-(1-methyl-6-oxo-1,6-dihydropyridin-3-yl)benzo[d]isoxazol-6-yl)-5-oxo-2-phenylpyrrolidin-3-yl)]-2,2-difluoropropanamide CC1([C@@H]([C@H](N(C1=O)C1=CC2=C(C(=NO2)C2=CN(C(C=C2)=O)C)C=C1)C1=CC=CC=C1)NC(C(C)(F)F)=O)C |r|